C(CCCS)CCO[C@H]1[C@@H]([C@H]([C@@H]([C@H](O1)CO)O[C@@H]2[C@H]([C@H]([C@@H]([C@H](O2)CO[C@@H]3[C@H]([C@H]([C@@H]([C@H](O3)CO)O)O)O[C@@H]4[C@H]([C@H]([C@@H]([C@H](O4)CO)O)O)O[C@@H]5[C@H]([C@H]([C@@H]([C@H](O5)CO)O)O)O)O)O)O)O)N The molecule is a linear pentasaccharide derivative consisting of four alpha-D-mannose residues and one beta-D-glucosamine residue, linked sequentially (1->2), (1->2), (1->6) and (1->4), with the glucosamine residue linked glycosidically to a 6-sulfanylhexyl group. It is a glycoside and a pentasaccharide derivative.